C1(=CC=CC=C1)C1=NC(=NC(=N1)C1=CC(=CC=C1)C=1C=CC=C2C=CC=NC12)C1=CC=C(C=C1)B(O)O (4-(4-phenyl-6-(3-(quinolin-8-yl)phenyl)-1,3,5-triazin-2-yl)phenyl)boronic acid